5-(((1-amino-5-(tert-butoxy)-1,5-dioxo-pentan-2-yl)amino)methyl)thiazole-4-carboxylic acid NC(C(CCC(=O)OC(C)(C)C)NCC1=C(N=CS1)C(=O)O)=O